OC(CCCCCCCCCC(=O)O)CCC(CC=CCCCCCC)O 11,14-Dihydroxy-tricos-16-enoic acid